N-(1-((1-methylcyclopropyl)methyl)-6-(N-(1-methylcyclopropyl)sulfamoyl)-2,4-dioxo-1,4-dihydroquinazolin-3(2H)-yl)pent-2-ynamide CC1(CC1)CN1C(N(C(C2=CC(=CC=C12)S(NC1(CC1)C)(=O)=O)=O)NC(C#CCC)=O)=O